OC1=CC=C(C=C1)C1(CC(CC(C1)C)(C)C)C1=CC=C(C=C1)O 1,1-bis(4'-hydroxyphenyl)-3,3,5-trimethylcyclohexane